6-[3-(methoxymethoxy)-1-naphthyl]-7-methyl-2-methylsulfonyl-4-(1,4-oxazepan-4-yl)-7H-pyrrolo[3,4-d]pyrimidin-5-one COCOC=1C=C(C2=CC=CC=C2C1)N1C(C=2N=C(N=C(C2C1=O)N1CCOCCC1)S(=O)(=O)C)C